CC=1C=C(C=CC1)C1=CC=C(C(=O)N)C=C1 4-(3-methylphenyl)benzamide